phosphinan-1-ium formate C(=O)[O-].[PH2+]1CCCCC1